6-fluoro-5-(1-(2-fluorophenyl)ethyl)-3-((pyridin-3-ylmethyl)amino)-4H-benzo[e][1,2,4]thiadiazine 1,1-dioxide FC=1C=CC2=C(NC(=NS2(=O)=O)NCC=2C=NC=CC2)C1C(C)C1=C(C=CC=C1)F